C(C)OC(C(C(=O)OCC)(CC1=C(C=CC(=C1)N)OCC(=O)OCC)NC(C)=O)=O diethyl-2-acetamido-2-[[5-amino-2-(2-ethoxy-2-oxoethoxy)phenyl] methyl]propanedioate